6-chloro-7-(2-fluorophenyl)-1-(2-isopropyl-4-methylpyridin-3-yl)-4-(2-methyl-4-(2-(2,4,6-trifluorophenoxy)acetyl)piperazin-1-yl)pyrido[2,3-d]pyrimidin-2(1H)-one ClC1=CC2=C(N(C(N=C2N2C(CN(CC2)C(COC2=C(C=C(C=C2F)F)F)=O)C)=O)C=2C(=NC=CC2C)C(C)C)N=C1C1=C(C=CC=C1)F